N-Boc-S-Trityl-L-cysteine C(=O)(OC(C)(C)C)N[C@@H](CSC(C1=CC=CC=C1)(C1=CC=CC=C1)C1=CC=CC=C1)C(=O)O